Androst-5,16-diene C[C@@]12C=CC[C@H]1[C@@H]1CC=C3CCCC[C@]3(C)[C@H]1CC2